2-isopropoxy-5-(trifluoromethyl)aniline C(C)(C)OC1=C(N)C=C(C=C1)C(F)(F)F